NC=1C2=C(C(NN1)=O)N(N=C2C2=CC=C(CNC(C1=C(C=CC(=C1)F)OC)=O)C=C2)C(C(F)F)(C)C N-(4-(4-amino-1-(1,1-difluoro-2-methylpropan-2-yl)-7-oxo-6,7-dihydro-1H-pyrazolo[3,4-d]pyridazin-3-yl)benzyl)-5-fluoro-2-methoxybenzamide